7-(1-(2-Fluoro-6-methylphenyl)piperidin-4-yl)-3-methoxy-5-((3-methylpyrazin-2-yl)methyl)pyrido[2,3-b]pyrazin-6(5H)-one FC1=C(C(=CC=C1)C)N1CCC(CC1)C1=CC=2C(=NC(=CN2)OC)N(C1=O)CC1=NC=CN=C1C